Cl.CC1NC(CC(C1)OC=1SC2=C(N1)C(=CC(=C2)C=2C=C(C=1N(N2)C=C(N1)C)C)F)C 6-{2-[(2,6-Dimethylpiperidin-4-yl)oxy]-4-fluoro-1,3-benzothiazol-6-yl}-2,8-dimethylimidazo[1,2-b]pyridazin-Hydrochlorid